BrC1=CC=C(C=C1)[C@@H]1[C@@H]2CN(CCC(CN2[C@@H]1CO)N(C)C)C(=O)NC1=CC=C(C=C1)OC (8R,9R,10S)-9-(4-bromophenyl)-3-(dimethylamino)-10-(hydroxymethyl)-N-(4-methoxyphenyl)-1,6-diazabicyclo[6.2.0]decane-6-carboxamide